FC1(CCC(CC1)C1=NC=CC(=C1NC(=O)C1OCC(CC1)OC)C1=C(C=CC(=C1)F)F)F N-(2-(4,4-difluorocyclohexyl)-4-(2,5-difluorophenyl)pyridin-3-yl)-5-methoxytetrahydro-2H-pyran-2-carboxamide